(1R,2S,5S)-N-{(1S)-1-cyano-2-[(3S)-2-oxopyrrolidin-3-yl]Ethyl}-6,6-dimethyl-3-[N-(trifluoroacetyl)-L-valyl]-3-azabicyclo[3.1.0]Hexane-2-carboxamide C(#N)[C@H](C[C@H]1C(NCC1)=O)NC(=O)[C@@H]1[C@H]2C([C@H]2CN1C([C@@H](NC(C(F)(F)F)=O)C(C)C)=O)(C)C